O=C1NC=C(C2=CC=CC=C12)C(C)NC(=O)N 1-(1-(1-oxo-1,2-dihydroisoquinolin-4-yl)ethyl)urea